C(C)OC([C@H](C(C)C)NC(C1=CC=C(C=C1)C#CC1=CC=C(C=C1)[N+](=O)[O-])=O)=O.C1(CCCC1)CC(=O)N1CC=2C=CC(=NC2CC1)C=1C=NC=C(C1)C 2-cyclopentyl-1-(2-(5-methylpyridin-3-yl)-7,8-dihydro-1,6-naphthyridin-6(5H)-yl)ethan-1-one ethyl-(2S)-3-methyl-2-[[4-[2-(4-nitrophenyl)ethynyl]benzoyl]amino]butanoate